8-bromo-N-((5-fluoro-2,3-dihydrobenzofuran-4-yl)methyl)imidazo[1,5-c]pyrimidin-5-amine BrC=1C=2N(C(=NC1)NCC1=C(C=CC3=C1CCO3)F)C=NC2